C(CCCCCC)C=1C=NC(=NC1)N1CCC2(C[C@H](CO2)NC[C@@H](COC=2C=C(C=CC2)S(=O)(=O)NC)O)CC1 3-((S)-3-((R)-8-(5-heptylpyrimidin-2-yl)-1-oxa-8-azaspiro[4.5]decan-3-ylamino)-2-hydroxypropoxy)-N-methylbenzenesulfonamide